di-n-butyl-tin diacrylate C(C=C)(=O)[O-].C(C=C)(=O)[O-].C(CCC)[Sn+2]CCCC